NC1=C2C(=C3C(=N1)C=C(N3COCC[Si](C)(C)C)C(=O)N(C(C)C3=NC=C(C=C3F)C(F)(F)F)C3CCC3)COC2 5-amino-N-cyclobutyl-N-(1-(3-fluoro-5-(trifluoromethyl)pyridin-2-yl)ethyl)-1-((2-(trimethylsilyl)ethoxy)methyl)-6,8-dihydro-1H-furo[3,4-d]pyrrolo[3,2-b]pyridine-2-carboxamide